(2-methyl-1-propenyl)tin CC(=C[Sn])C